5,5,6,6,7,7,8,8,9,9,10,10,11,11,12,12,12-heptadecafluoro-3,3-diphenyl-2-(phenylamino)dodecanoic acid ethyl ester C(C)OC(C(C(CC(C(C(C(C(C(C(C(F)(F)F)(F)F)(F)F)(F)F)(F)F)(F)F)(F)F)(F)F)(C1=CC=CC=C1)C1=CC=CC=C1)NC1=CC=CC=C1)=O